C(C)(C)(C)C=1C=C(N(N1)C=1C=NC=C(C1)F)NC(OCC(Cl)(Cl)Cl)=O 2,2,2-trichloroethyl N-[5-tert-butyl-2-(5-fluoro-3-pyridyl)pyrazol-3-yl]carbamate